CN(C(CN(C(C1=C(C=C(C=C1)NC=1C=2N(C=CN1)C(=CN2)C2=CC(=C(C=C2)OC)F)C)=O)C)=O)C N-[2-(dimethylamino)-2-oxo-ethyl]-4-[[3-(3-fluoro-4-methoxy-phenyl)imidazo[1,2-a]pyrazin-8-yl]amino]-N,2-dimethyl-benzamide